(S)-N-(4-bromo-2-fluoro-6-((oxetan-2-yl-Methyl)amino)phenyl)-2-(4-((6-((4-chloro-2-fluorophenoxy)methyl)pyridin-2-yl)oxy)piperidin-1-yl)Acetamide BrC1=CC(=C(C(=C1)NC[C@H]1OCC1)NC(CN1CCC(CC1)OC1=NC(=CC=C1)COC1=C(C=C(C=C1)Cl)F)=O)F